ClC1=CC=C(C=C1)C(N1C[C@@H](N(C[C@H]1C)C1=CC=2N(C3=C1N=CN3C[C@H]3OCCC3)C=NN2)C)C2CC(C2)(F)F 4-((2S,5R)-4-((4-chlorophenyl)(3,3-difluorocyclobutyl)methyl)-2,5-dimethylpiperazin-1-yl)-1-(((S)-tetrahydrofuran-2-yl)methyl)-1H-imidazo[4,5-e][1,2,4]triazolo[4,3-a]pyridine